2-(3-(2-chlorophenoxy)phenyl)-1,3-dioxolane ClC1=C(OC=2C=C(C=CC2)C2OCCO2)C=CC=C1